CC(=O)N[C@@H]1[C@H]([C@@H]([C@H](OC1O)CO)O[C@H]2[C@@H]([C@H]([C@H]([C@H](O2)CO)O)O[C@@]3(C[C@@H]([C@H]([C@@H](O3)[C@@H]([C@@H](CO)O[C@@]4(C[C@@H]([C@H]([C@@H](O4)[C@@H]([C@@H](CO)O)O)NC(=O)CO)O)C(=O)O)O)NC(=O)CO)O)C(=O)O)O)O The molecule is a linear amino tetrasaccharide comprising two alpha-N-glycoloylneuraminyl residues, a beta-D-galactose residue and (at the reducing end) an N-acetyl-D-glucosamine residue, linked sequentially (2->8), (2->3) and (1->4). It is a glucosamine oligosaccharide and an amino tetrasaccharide.